COC1=NC2=CC=CC=C2C=C1C1=CN=C(N1)[C@H](COCCCC(CC)=O)NC(=O)C12CCN(CC1)CC2 N-{(1R)-1-[5-(2-methoxyquinolin-3-yl)-1H-imidazol-2-yl]-2-[(4-oxohexyl)oxy]ethyl}-1-azabicyclo[2.2.2]octane-4-carboxamide